C(=CF)F.C(=O)(O)O di-Fluoro ethylene carbonate